methyl 2-(6-(cyclopropanesulfonamido)pyrazin-2-yl)butanoate C1(CC1)S(=O)(=O)NC1=CN=CC(=N1)C(C(=O)OC)CC